(3S,5S)-5-[[(2-fluoro-4-iodopyridin-3-yl)oxy]methyl]pyrrolidine-3-ol hydrochloride Cl.FC1=NC=CC(=C1OC[C@@H]1C[C@@H](CN1)O)I